C([C@H](O)C(O)C(=O)O)(=O)O R-tartaric acid